5-((S)-3-amino-2-(methylsulfonamido)propanamido)-2-methyl-N-((R)-1-(naphthalen-1-yl)ethyl)benzamide 2,2,2-trifluoroacetate FC(C(=O)O)(F)F.NC[C@@H](C(=O)NC=1C=CC(=C(C(=O)N[C@H](C)C2=CC=CC3=CC=CC=C23)C1)C)NS(=O)(=O)C